C(CCCCCCCCCCCCC)(=O)OCC=CCCC=CCC nona-2,6-dien-1-yl tetradecanoate